CN(C1=CC=C(C(=O)OC(C(=O)OC)(C(=O)OC)[C@@H]2C[C@H](CCC2)O)C=C1)C dimethyl 2-((4-(dimethylamino)benzoyl)oxy)-2-((1S,3S)-3-hydroxycyclohexyl)malonate